ClC=1N=C(C2=C(N1)N(C(=C2)C)S(=O)(=O)C2=CC=C(C)C=C2)NC2=CC(=NC=C2)C(F)(F)F 2-chloro-6-methyl-7-tosyl-N-(2-(trifluoromethyl)pyridin-4-yl)-7H-pyrrolo[2,3-d]pyrimidine-4-Amine